4-(4-((2,2-dimethyl-1-oxa-8-azaspiro[4.5]decan-8-yl)methyl)-2-fluorobenzylamino)-2-(2,6-dioxopiperidin-3-yl)isoindoline-1,3-dione CC1(OC2(CC1)CCN(CC2)CC2=CC(=C(CNC1=C3C(N(C(C3=CC=C1)=O)C1C(NC(CC1)=O)=O)=O)C=C2)F)C